C1(=CC(=CC=C1)C=1OCC(N1)C)C=1OCC(N1)C 2,2'-m-phenylenebis(4-methyl-2-oxazoline)